N1(CCSCC1)ON1CCSCC1 thiomorpholinyl oxide